N-(6-chloropyridin-3-yl)thiazolo[4,5-c]pyridin-4-amine ClC1=CC=C(C=N1)NC1=NC=CC2=C1N=CS2